C(C=C)(=O)N1C[C@H](C[C@H]1CO)NC=1N=CC2=C(N1)N(C(C(=C2)C2=C(C(=CC(=C2)OC)OC)Cl)=O)C 2-(((3S,5S)-1-acryloyl-5-(hydroxymethyl)pyrrolidin-3-yl)amino)-6-(2-chloro-3,5-dimethoxyphenyl)-8-methylpyrido[2,3-d]pyrimidin-7(8H)-one